FC1=C(C=CC=C1)S(=O)(=O)N1CC2N(CC1)C(CC2)=O 2-([2-fluorophenyl]sulfonyl)-hexahydropyrrolo[1,2-a]pyrazin-6(2H)-one